O1CC(C1)C1=CC=CC(=N1)NC(OC(C)(C)C)=O tert-butyl (6-(oxetan-3-yl)pyridin-2-yl)carbamate